ClC1=NN(C=C1)C=1C=C(C(=NC1)C=1C=C2C(=CN1)N(N=C2)CC(C(F)(F)F)(F)F)SCC 5-[5-(3-chloropyrazol-1-yl)-3-ethylsulfanyl-2-pyridyl]-1-(2,2,3,3,3-pentafluoropropyl)pyrazolo[3,4-c]pyridine